ClC=1C=C(C(=NC1)OC(C)C)C1=NN=C(N1C)C1=C(C=CC=C1F)F 5-chloro-3-[5-(2,6-difluorophenyl)-4-methyl-1,2,4-triazol-3-yl]-2-isopropoxy-pyridine